2-[4-[2-[3-[4-(2-carboxyethyl)-2,6-dichloro-phenoxy]propoxy]ethoxy]-3,5-dichloro-phenyl]-1,3-benzoxazole-6-carboxylic acid C(=O)(O)CCC1=CC(=C(OCCCOCCOC2=C(C=C(C=C2Cl)C=2OC3=C(N2)C=CC(=C3)C(=O)O)Cl)C(=C1)Cl)Cl